2-(4,5-diphenyloxazol-2-yl)sulfonyl-N-methylpropanamide C1(=CC=CC=C1)C=1N=C(OC1C1=CC=CC=C1)S(=O)(=O)C(C(=O)NC)C